BrC1=CC(=NC=C1)NC(=O)N1CCCCC1 N-(4-bromo-2-pyridinyl)piperidine-1-carboxamide